4,4'-biphenyl bisimine C1(C=CC(C=C1)=N)=C1C=CC(C=C1)=N